C(C)(C)(C)OC(=O)N[C@@H]1CN(CC1)C1=C(C(=NC=C1C(=O)O)C#N)C1=CC(=CC(=C1)F)F (S)-4-(3-((tert-butoxycarbonyl)amino)pyrrolidin-1-yl)-6-cyano-5-(3,5-difluorophenyl)nicotinic acid